NC1(C(C(CC1)NC=1C=2N(N=CC1C(=NC1=CC=C(C=C1)O[Si](C)(C)C(C)(C)C)N)C=C(C2)C2=CC=CC=C2)(C)C)C 4-[(3-amino-2,2,3-trimethyl-cyclopentyl)amino]-N'-[4-[tert-butyl(dimethyl)silyl]oxyphenyl]-6-phenyl-pyrrolo[1,2-b]pyridazine-3-carboxamidine